OC1=C(C(=O)NNC(=O)OC[C@]2([C@@H](N3C(C[C@H]3S2(=O)=O)=O)C(=O)O)C)C=CC=C1 (2S,3R,5R)-3-(((2-(2-hydroxybenzoyl)hydrazinecarbonyl)oxy)methyl)-3-methyl-7-oxo-4-thia-1-azabicyclo[3.2.0]heptane-2-carboxylic acid 4,4-dioxide